C(C)C1(N=C(OC1)CCCCCCCC=CCCCCCCCC)CO 4-ethyl-2-(8-heptadecenyl)-2-oxazoline-4-methanol